S(=O)(=O)(OCCCCCCCCBr)[O-] 8-bromo-1-octyl sulfate